4-(ethylamino)-6-[1-[1-(3-fluoro-1-prop-2-enoyl-azetidine-3-carbonyl)-4-piperidyl]-3,5-dimethyl-pyrazol-4-yl]pyrazolo[1,5-a]pyridine-3-carbonitrile C(C)NC=1C=2N(C=C(C1)C=1C(=NN(C1C)C1CCN(CC1)C(=O)C1(CN(C1)C(C=C)=O)F)C)N=CC2C#N